5-fluoro-4-(5-fluoro-6-(isopropylamino)pyridin-3-yl)-N-(1-(methylsulfonyl)piperidin-4-yl)pyrimidin-2-amine FC=1C(=NC(=NC1)NC1CCN(CC1)S(=O)(=O)C)C=1C=NC(=C(C1)F)NC(C)C